3,4-dimethyl-isopropylbenzene CC=1C=C(C=CC1C)C(C)C